1-[(2R,4S)-4-[4-amino-3-[2-(1-ethyl-4,6-difluoro-1,3-benzodiazol-5-yl)ethynyl]pyrazolo[3,4-d]pyrimidin-1-yl]-2-(methoxymethyl)pyrrolidin-1-yl]prop-2-en-1-one NC1=C2C(=NC=N1)N(N=C2C#CC2=C(C1=C(N(C=N1)CC)C=C2F)F)[C@H]2C[C@@H](N(C2)C(C=C)=O)COC